BrCC=1C=C(C=CC1)S(=O)(=O)Cl 3-(bromomethyl)benzene-1-sulfonyl chloride